7-(2-Cyclopropyl-benzyl)-5-[1-(2-cyclopropyl-6-fluoro-phenyl)-piperidin-4-yl]-2,4-dimethyl-2,4,5,7-tetrahydro-pyrazolo[3,4-d]pyrimidin-6-one C1(CC1)C1=C(CN2C(N(C(C=3C2=NN(C3)C)C)C3CCN(CC3)C3=C(C=CC=C3F)C3CC3)=O)C=CC=C1